CC1=CC=CC2=C[Se]C=C21 4-methyl-benzo[c]selenophene